CC1=NNC(=C1S(=O)(=O)N1CC(CC1)C(=O)N1CCN(CC1)C1=CC=NC2=CC(=CC=C12)F)C (1-((3,5-dimethyl-1H-pyrazol-4-yl)sulfonyl)pyrrolidin-3-yl)(4-(7-fluoroquinolin-4-yl)piperazin-1-yl)methanone